[RhH].C1(=CC=CC=C1)P(C1=CC=CC=C1)C1=CC=CC=C1 (triphenylphosphine) rhodium (I) hydride